COCCN1CCN(CCC1)S(=O)(=O)C1=CC2=C(N(C(=N2)C=2C=NC3=CC=CN=C3C2)C)C=C1 3-(5-(4-(2-methoxyethyl)-1,4-diazepan-1-ylsulfonyl)-1-methyl-1H-benzo[d]-imidazol-2-yl)-1,5-naphthyridine